O=C1NC(CCC1N1C(C2=CC=C(C=C2C1=O)C1CCN(CC1)CCCN1CCN(CC1)CCOC1=CC=C(C=C1)OC=1C2=C(SC1C1=CC=C(C=C1)O)C=C(C=C2)O)=O)=O 2-(2,6-dioxopiperidin-3-yl)-5-(1-(3-(4-(2-(4-((6-hydroxy-2-(4-hydroxyphenyl)benzo[b]thiophen-3-yl)oxy)phenoxy)ethyl)piperazin-1-yl)propyl)piperidin-4-yl)isoindoline-1,3-dione